ClC1=CC=C2C=C(NC2=C1)CNCCCCOCCNC1=NC2=C(C3=CN=CC=C13)C=CC(=C2)C(=O)N 5-((2-(4-(((6-Chloro-1H-indol-2-yl)methyl)amino)butoxy)ethyl)amino)benzo[c][2,6]naphthyridine-8-carboxamide